1,3,5-tris(4-tert-butyl-5,6-diethyl-3-hydroxy-2-methylbenzyl)-1,3,5-triazine-2,4,6(1H,3H,5H)-trione C(C)(C)(C)C1=C(C(=C(CN2C(N(C(N(C2=O)CC2=C(C(=C(C(=C2CC)CC)C(C)(C)C)O)C)=O)CC2=C(C(=C(C(=C2CC)CC)C(C)(C)C)O)C)=O)C(=C1CC)CC)C)O